C(=C)[Si](OC(C)C)(OC(C)C)OC(C)C vinyl-triisopropoxySilane